CS(=O)(=O)NC=1C=C(C=CC1)NC(C1=CC=C(C=C1)OCC=1N=C(SC1)C)=O N-(3-(methylsulfonamido)phenyl)-4-((2-methylthiazol-4-yl)methoxy)benzamide